C(C)N1CCC(CC1)CC(=O)N1CC(CCC1)C1=NC=C(C=C1)C1=CC(=CC=C1)OC 2-(1-ethylpiperidin-4-yl)-1-(3-(5-(3-methoxyphenyl)pyridin-2-yl)piperidin-1-yl)ethan-1-one